tert-butyl 3-(2-(3-(((S)-2-(4-(tert-butoxy)-4-oxobutanamido)-3-(1H-indol-3-yl)propanamido)methyl)-4-methylphenoxy)ethyl)piperidine-1-carboxylate C(C)(C)(C)OC(CCC(=O)N[C@H](C(=O)NCC=1C=C(OCCC2CN(CCC2)C(=O)OC(C)(C)C)C=CC1C)CC1=CNC2=CC=CC=C12)=O